5-(chloromethyl)-2-(4-fluoro-1H-pyrazol-1-yl)pyridine ClCC=1C=CC(=NC1)N1N=CC(=C1)F